BrC=1C=C2C(=CNC2=CC1)/C(/C#N)=C/C=1C=NC=CC1N(C)C (Z)-2-(5-bromo-1H-indol-3-yl)-3-(4-(dimethylamino)pyridin-3-yl)acrylonitrile